C(C)C1=CC=C(C=NNS(=O)(=O)C2=CC=C(C=C2)C)C=C1 N'-(4-ethylbenzylidene)-4-methylbenzenesulfonyl-hydrazine